ClC(C(C)(O)C)(Cl)Cl 1,1,1-trichloro-2-methyl-2-propanol